3-(5-(3-(4,6-Diphenyl-1,3,5-triazin-2-yl)phenyl)-3,6-diphenylpyrazin-2-yl)quinolone C1(=CC=CC=C1)C1=NC(=NC(=N1)C1=CC=CC=C1)C=1C=C(C=CC1)C=1N=C(C(=NC1C1=CC=CC=C1)C=1C(NC2=CC=CC=C2C1)=O)C1=CC=CC=C1